N1C[C@@H](CCC1)SC=1C2=C(C(=NN1)C1=C(C=C(C=C1)C(F)(F)F)O)CCC2 (R)-2-(4-(piperidin-3-ylthio)-6,7-dihydro-5H-cyclopenta[d]pyridazin-1-yl)-5-(trifluoromethyl)phenol